N-(5-(benzyloxy)-2-cyanophenyl)-N-(3,3-diethoxypropyl)benzenesulfonamide C(C1=CC=CC=C1)OC=1C=CC(=C(C1)N(S(=O)(=O)C1=CC=CC=C1)CCC(OCC)OCC)C#N